C(C)(=O)NCC1CCN(CC1)CC1=CC(=NC(=C1)C1=CC(=CC(=C1)Cl)Cl)OC=1C=NC(=NC1)N1CCN(CC1)C(=O)OC(C)(C)C tert-Butyl 4-(5-((4-((4-(acetamidomethyl)piperidin-1-yl)methyl)-6-(3,5-dichlorophenyl)pyridin-2-yl)oxy)pyrimidin-2-yl)piperazine-1-carboxylate